The molecule is a phosphatidylethanolamine 38:4 zwitterion obtained by transfer of a proton from the phosphate to the primary amino group of 1-octadecanoyl-2-(5Z,8Z,11Z,14Z-icosatetraenoyl)-sn-glycero-3-phosphoethanolamine; major species at pH 7.3. It is a tautomer of a 1-stearoyl-2-arachidonoyl-sn-glycero-3-phosphoethanolamine. CCCCCCCCCCCCCCCCCC(=O)OC[C@H](COP(=O)([O-])OCC[NH3+])OC(=O)CCC/C=C\\C/C=C\\C/C=C\\C/C=C\\CCCCC